CC/C=C\\C/C=C\\C/C=C\\C/C=C\\C/C=C\\CCCCC[C@H](CC(=O)SCCNC(=O)CCNC(=O)[C@@H](C(C)(C)COP(=O)(O)OP(=O)(O)OC[C@@H]1[C@H]([C@H]([C@@H](O1)N2C=NC3=C(N=CN=C32)N)O)OP(=O)(O)O)O)O The molecule is an unsaturated fatty acyl-CoA that results from the formal condensation of the thiol group of coenzyme A with the carboxy group of (3R,9Z,12Z,15Z,18Z,21Z)-3-hydroxytetracosapentaenoic acid. It is an unsaturated fatty acyl-CoA, a very long-chain fatty acyl-CoA, a (R)-3-hydroxyacyl-CoA and a 3-hydroxy fatty acyl-CoA. It is a conjugate acid of a (3R,9Z,12Z,15Z,18Z,21Z)-3-hydroxytetracosapentaenoyl-CoA(4-).